dibenzyl (4-(bis(benzyloxy)phosphoryl)-2-(hydroxymethyl)phenyl) phosphate P(=O)(OCC1=CC=CC=C1)(OCC1=CC=CC=C1)OC1=C(C=C(C=C1)P(=O)(OCC1=CC=CC=C1)OCC1=CC=CC=C1)CO